FC=1C=C(C=C(C1)C(F)(F)F)NC1=NC2=CC=C(C=C2N=C1NC1=CC(=CC(=C1)C(F)(F)F)F)[N+](=O)[O-] N2,N3-bis(3-fluoro-5-(trifluoromethyl)phenyl)-6-nitroquinoxaline-2,3-diamine